[Si](C)(C)(C(C)(C)C)OCCNCCC=C N-(2-((tert-butyldimethylsilyl)oxy)ethyl)but-3-en-1-amine